CC1=CC(=NC(=C1C(F)(F)F)C1C(CC=2C(=NC=NC2C1)N1CCNCC1)C)N 4-methyl-6-(6-methyl-4-piperazin-1-yl-5,6,7,8-tetrahydroquinazolin-7-yl)-5-(trifluoromethyl)pyridin-2-amine